difluoronitrogen tert-butyl-(S)-4-(7-(4-chloropyridin-2-yl)-5-(diethylamino)-7H-pyrrolo[2,3-d]pyrimidin-4-yl)-3-methylpiperazine-1-carboxylate C(C)(C)(C)OC(=O)N1C[C@@H](N(CC1)C=1C2=C(N=CN1)N(C=C2N(CC)CC)C2=NC=CC(=C2)Cl)C.F[N]F